C(CCC)OC(=O)N1CCC=C(C1)B1OC(C(O1)(C)C)(C)C butyl-5-(4,4,5,5-tetramethyl-1,3,2-dioxaborolan-2-yl)-3,6-dihydro-2H-pyridine-1-carboxylate